(3R)-1-[6-({3-Cyano-6-[(oxan-4-yl)amino]imidazo[1,2-b]pyridazin-8-yl}amino)-2-(2,2-difluoroethoxy)pyridin-3-carbonyl]pyrrolidin-3-carbonitril C(#N)C1=CN=C2N1N=C(C=C2NC2=CC=C(C(=N2)OCC(F)F)C(=O)N2C[C@@H](CC2)C#N)NC2CCOCC2